C1=C(C=C(C=2C3=CC=CC=C3C3=CC=CC=C3C12)N)N 2,4-Triphenylenediamine